CC1(C=CC=C1)[Hf](NCC)(NCC)NCC Methylcyclopentadienyl-tris(ethylamino)hafnium